CC=1[N]C(NN1)=O 5-methyl-1,2,4λ2-triazol-3(2H)-one